ICCC=CCI 1,5-diiodo-3-pentene